COC(=O)C1=CC2=C(N=C(N2C[C@H]2OCC2)CC2=CC=C3C=C(C(=NC3=C2)O)C(F)(F)F)C=C1 2-{[2-hydroxy-3-(trifluoromethyl)quinolin-7-yl]methyl}-3-[(2S)-oxetan-2-ylmethyl]-1,3-benzodiazole-5-carboxylic acid methyl ester